(1-benzyl-5-(naphthalen-2-yl)-1H-imidazol-2-yl)(naphthalen-2-yl)methanone C(C1=CC=CC=C1)N1C(=NC=C1C1=CC2=CC=CC=C2C=C1)C(=O)C1=CC2=CC=CC=C2C=C1